racemic-cis-6-(4-(4-acryloyl-6-(trifluoromethyl)morpholin-2-yl)-6-chloropyridin-2-yl)-N-methylpyrimidine-4-carboxamide C(C=C)(=O)N1C[C@H](O[C@H](C1)C(F)(F)F)C1=CC(=NC(=C1)Cl)C1=CC(=NC=N1)C(=O)NC |r|